3-(3-(4-((4-Aminopiperidin-1-yl)methyl)phenyl)-5-methyl-3H-imidazo[4,5-b]pyridin-2-yl)pyridin-2-amine NC1CCN(CC1)CC1=CC=C(C=C1)N1C(=NC=2C1=NC(=CC2)C)C=2C(=NC=CC2)N